azetidin-3-ylmethyl (1r,3r)-3-(((6-(5-(6-methylpyridin-2-yl)-1H-imidazol-4-yl)quinolin-3-yl)amino)methyl)cyclobutane-1-carboxylate CC1=CC=CC(=N1)C1=C(N=CN1)C=1C=C2C=C(C=NC2=CC1)NCC1CC(C1)C(=O)OCC1CNC1